C(C1CO1)OCCC[Si](OC)(OC)C=C Gamma-glycidoxypropyl-vinyldimethoxysilane